[Cl-].C(C(=C)C)(=O)OCCCCCC[N+](C)(C)C methacryloxyhexyl-trimethyl-ammonium chloride